ClC1=CC(=C(COC2=CC=CC(=N2)N2CCN(CC2)[C@H](C)C2=NC=3C(=NC(=CC3)C(=O)O)N2C[C@H]2OCC2)C=C1)F 2-((R)-1-(4-(6-((4-Chloro-2-fluorobenzyl)oxy)pyridin-2-yl)piperazin-1-yl)ethyl)-3-(((S)-oxaCyclobutan-2-yl)methyl)-3H-imidazo[4,5-b]pyridine-5-carboxylic acid